N-(4-fluoro-3-methylphenyl)-1-(2-fluoroethyl)-5-(2-(((1R,2R)-2-hydroxycyclopentyl)amino)-2-oxoacetyl)-2,4-dimethyl-1H-pyrrole-3-carboxamide FC1=C(C=C(C=C1)NC(=O)C1=C(N(C(=C1C)C(C(=O)N[C@H]1[C@@H](CCC1)O)=O)CCF)C)C